5-(2-(4-fluorophenyl)-1H-pyrrolo-[2,3-b]pyridin-5-yl)-N-(2,2,2-trifluoroethyl)nicotinamide FC1=CC=C(C=C1)C1=CC=2C(=NC=C(C2)C=2C=NC=C(C(=O)NCC(F)(F)F)C2)N1